FC(C=1C=C(C(=O)C2=C(C#N)C=CC=C2)C=CC1)(F)F (3-(trifluoromethyl)benzoyl)benzonitrile